8-(dimethylamino)-3-(2-(2-oxo-1,2-dihydropyridin-4-yl)pyrimidin-5-yl)-8-phenyl-1,3-diazaspiro[4.5]decan-2-one CN(C1(CCC2(CN(C(N2)=O)C=2C=NC(=NC2)C2=CC(NC=C2)=O)CC1)C1=CC=CC=C1)C